5-(3,5-difluorophenyl)-4,5-dihydro-1H-pyrazole-1-carboxylic acid tert-butyl ester C(C)(C)(C)OC(=O)N1N=CCC1C1=CC(=CC(=C1)F)F